Methyl 6-(4-((1-phenethylpiperidin-4-yl)amino)phenyl)hexanoate C(CC1=CC=CC=C1)N1CCC(CC1)NC1=CC=C(C=C1)CCCCCC(=O)OC